4-((3r,5r,7r)-adamantan-1-yl)-N-phenylaniline C12(CC3CC(CC(C1)C3)C2)C2=CC=C(NC3=CC=CC=C3)C=C2